(2S,11aR)-6-((R)-sec-butoxy)-8-methyl-2-((2-oxo-1,2,3,4-tetrahydro-1,6-naphthyridin-7-yl)oxy)-2,3,11,11a-tetrahydro-1H,5H-benzo[f]pyrrolo[2,1-c][1,4]oxazepin-5-one [C@@H](C)(CC)OC1=CC(=CC2=C1C(N1[C@@H](CO2)C[C@@H](C1)OC1=NC=C2CCC(NC2=C1)=O)=O)C